Cl.N1(CCCCC1)C/C=C/C(=O)O (2E)-4-(1-piperidyl)-2-butenoic acid hydrochloride